[Ga].[Mn].[Cu].[Co] cobalt copper manganese gallium